FC(N1N=CC(=C1)C=1C=C2CN(N3C(C2=CC1OC)=CC(C(=C3)C(=O)O)=O)C(C)C)F 9-(1-(difluoromethyl)-1H-pyrazole-4-yl)-6-isopropyl-10-methoxy-2-oxo-6,7-dihydro-2H-pyrido[2,1-a]phthalazine-3-carboxylic acid